C(C)OC(=O)C=1N=C(SC1)[C@H]1N(C[C@@H](C1)F)C(=O)OC(C)(C)C 2-((2S,4R)-1-(tert-Butoxycarbonyl)-4-fluoropyrrolidin-2-yl)thiazole-4-carboxylic acid ethyl ester